N1CCC(CC1)N1CCC2(NC3=C(N=NC(=C3)C3=C(C=CC=C3)O)NC2)CC1 2-(1-(piperidine-4-yl)-7',8'-dihydro-5'H-spiro[piperidine-4,6'-pyrazino[2,3-c]pyridazin]-3'-yl)phenol